ClC=1C(=CC(=C(OCCN2[C@@H](CCC2)C(=O)O)C1)C=1OC2=C(C=CC=C2C(C1)=O)Cl)C (2S)-1-[2-[5-chloro-2-(8-chloro-4-oxo-chromen-2-yl)-4-methyl-phenoxy]ethyl]pyrrolidine-2-carboxylic acid